NC=1SC2=C(C1C#N)C(=C(C=C2)F)C=2C1=C(C=3C(=NC=NC3C2F)N2C3CNCC2CC3)COC1 2-Amino-4-[1-(3,8-diazabicyclo[3.2.1]oct-8-yl)-5-fluoro-7,9-dihydrofuro[3,4-f]quinazolin-6-yl]-5-fluoro-benzothiophene-3-carbonitrile